(7S)-7-(4-fluorophenyl)-N4-methyl-N2-[3-(4-methylimidazol-1-yl)-1-bicyclo[1.1.1]pentyl]-6,7-dihydro-5H-cyclopenta[d]pyrimidine-2,4-diamine FC1=CC=C(C=C1)[C@@H]1CCC2=C1N=C(N=C2NC)NC21CC(C2)(C1)N1C=NC(=C1)C